(R)-1-(2,2-dimethoxyethyl)-5-(1-(4-fluorophenyl)ethylcarbamoyl)-3-methoxy-4-oxo-1,4-dihydropyridine-2-carboxylic acid methyl ester COC(=O)C=1N(C=C(C(C1OC)=O)C(N[C@H](C)C1=CC=C(C=C1)F)=O)CC(OC)OC